C(C1=CC=CC=C1)OC1(C2=NN=C(C3=C(C=C(C(C(CCCCCC1)=O)=N3)C(F)(F)F)NC(OC(C)(C)C)=O)O2)C(F)(F)F tert-Butyl N-[6-benzyloxy-13-oxo-6,15-bis(trifluoromethyl)-19-oxa-3,4,18-triazatricyclo[12.3.1.12,5]nonadeca-1(17),2,4,14(18),15-pentaen-17-yl]carbamate